1,2-bis(2-mercaptoethylthio)propane-1-thiol SCCSC(C(C)SCCS)S